7-bromo-5-methylpyrazolo[1,5-a]pyridine-2-carbaldehyde BrC1=CC(=CC=2N1N=C(C2)C=O)C